N1=C(C=CC(=C1)[2H])C1CN(CCO1)C(=O)OC(C)(C)C tert-butyl 2-(pyridin-2-yl-5-d)morpholin-4-carboxylate